CN(C(=O)C=1C=C(OC=2C(=CC3=C(C=C(O3)C(=O)O)C2)[N+](=O)[O-])C=CC1)C 5-(3-(dimethylcarbamoyl)phenoxy)-6-nitrobenzofuran-2-carboxylic acid